COC(\C=C\C1=CC(=CC(=C1)F)F)=O (E)-3-(3,5-difluorophenyl)acrylic acid methyl ester